CROTONATE ((E)-3,7-dimethylocta-2,6-dien-1-yl but-2-enoate) CC(=CC/C(/C(=O)O)=C\C)CCC=C(C)C.C(\C=C\C)(=O)O